3-[(5-fluoro-2-methylbenzyl)sulfanyl]-5-propyl-[1,2,4]triazolo[4,3-a]pyrimidin-7(8H)-one FC=1C=CC(=C(CSC2=NN=C3N2C(=CC(N3)=O)CCC)C1)C